7-fluoro-6-methoxy-3-((3-oxo-3-((1-(2,2,2-trifluoroethyl)pyrrolin-3-yl)oxy)propyl)amino)benzo[e][1,2,4]triazine-1,4-dioxide FC1=CC2=C([N+](=C(N=[N+]2[O-])NCCC(OC2=CN(CC2)CC(F)(F)F)=O)[O-])C=C1OC